(5S,7S)-7-hydroxy-2-((1r,3S)-3-phenylcyclobutyl)-5-(pyrazin-2-yl)-2,5,6,7-tetrahydro-3H-pyrrolo[2,1-c][1,2,4]triazol-3-one O[C@H]1C[C@H](N2C1=NN(C2=O)C2CC(C2)C2=CC=CC=C2)C2=NC=CN=C2